ClC=1C=C(C=CC1Cl)C=1C=CN2C1C(N(C=C2C)CC(=O)N2CC(C2)(C)F)=O 8-(3,4-dichlorophenyl)-2-(2-(3-fluoro-3-methylazetidin-1-yl)-2-oxoethyl)-4-methylpyrrolo[1,2-a]pyrazin-1(2H)-one